C1(CC1)COC1=C(OC2C3CN(CC2CC3)C=3N=NC(=CC3)C(F)(F)F)C=CC(=C1)C(F)(F)F (8-trans)-8-(2-cyclopropylmethoxy-4-trifluoromethyl-phenoxy)-3-(6-trifluoromethyl-pyridazin-3-yl)-3-azabicyclo[3.2.1]octane